BrC=1C=CC=2C(C3=CC=CC(=C3OC2C1)Br)=O 3,5-dibromoxanthene-9-one